C1(NCC=2C=NC=CC21)=O 2,3-dihydropyrrolo[3,4-c]pyridin-1-one